tert-butyl 2-(diphenylmethyleneamino)-6-fluorohexanoate C1(=CC=CC=C1)C(C1=CC=CC=C1)=NC(C(=O)OC(C)(C)C)CCCCF